[N+](=O)([O-])C1=CC=C(\C=N\O)C=C1 (E)-4-Nitrobenzaldoxime